4-(pentafluoro-sulfanyl)-3-(4,4,5,5-tetramethyl-1,3,2-dioxaborolan-2-yl)aniline FS(C1=C(C=C(N)C=C1)B1OC(C(O1)(C)C)(C)C)(F)(F)(F)F